C(=CCCCCCCCCCCCCCCCC)N1C(=C(C(C2=CC=C(C=C12)OCC)=O)OCC)C1=CC(=C(C=C1)OCC)OCC N-octadecenyl-2-(3,4-diethoxyphenyl)-3,7-diethoxyquinolin-4-one